ClC=1C=C(C=CC1)[C@@H]1[C@H](C1)C(=O)N[C@@H](C)C=1N=NN(C1)CC=1N=C2N(C=C(C=C2)C2CC2)C1 |o1:7,8| (1S*,2S*)-2-(3-chlorophenyl)-N-((S)-1-(1-((6-cyclopropyl-imidazo[1,2-a]pyridin-2-yl)methyl)-1H-1,2,3-triazol-4-yl)ethyl)cyclopropane-1-carboxamide